3,6-dicyano-5-(4-tolyl)-1,2,4-triazazine C(#N)N1NN=C(C(=N1)C1=CC=C(C=C1)C)C#N